2-(4-fluorophenyl)-N-(1-methylpiperidin-4-yl)-7-(3-(pyrrolidin-1-yl)propyl)-7H-pyrrolo[2,3-d]pyrimidin-4-amine FC1=CC=C(C=C1)C=1N=C(C2=C(N1)N(C=C2)CCCN2CCCC2)NC2CCN(CC2)C